(S)-2-amino-1-(4-(5-(trifluoromethyl)pyrimidin-2-yl)piperazin-1-yl)propan-1-one N[C@H](C(=O)N1CCN(CC1)C1=NC=C(C=N1)C(F)(F)F)C